C(C1=CC=CC=C1)OC([C@@H](COCC1=CC=CC=C1)O)=O (2R)-3-(benzyloxy)-2-hydroxypropionic acid benzyl ester